2-methyl-2-(2,2,7-trifluoro-3-oxo-6-(perfluorophenyl)-2,3-dihydro-4H-benzo[b][1,4]oxazin-4-yl)propanoic acid CC(C(=O)O)(C)N1C2=C(OC(C1=O)(F)F)C=C(C(=C2)C2=C(C(=C(C(=C2F)F)F)F)F)F